C(CC)(=O)OCC(C)(C)OC(C)C1CC(CCC1)(C)C 2-[1-(3,3-dimethylcyclohexyl) ethoxy]-2-methylpropyl propionate